2,2-Bis(4-glycidyloxyphenyl)propan C(C1CO1)OC1=CC=C(C=C1)C(C)(C)C1=CC=C(C=C1)OCC1CO1